4-((6-(4-methyl-1H-1,2,3-triazol-1-yl)-3-nitropyridin-2-yl)amino)benzyl acetate C(C)(=O)OCC1=CC=C(C=C1)NC1=NC(=CC=C1[N+](=O)[O-])N1N=NC(=C1)C